(S)-1-(11-((4-([1,2,4]triazolo[1,5-a]pyridin-7-yloxy)-3-methylphenyl)amino)-1,2,4a,5-tetrahydropyrazino[1',2':4,5][1,4]oxazino[3,2-g]quinazolin-3(4H)-yl)prop-2-en-1-one N=1C=NN2C1C=C(C=C2)OC2=C(C=C(C=C2)NC2=NC=NC=1C=C3C(=CC21)N2[C@H](CO3)CN(CC2)C(C=C)=O)C